3-((2S)-3-(8-(4'-(aminomethyl)biphenyl-2-ylsulfonyl)-1-oxa-8-azaspiro[4.5]dec-3-ylamino)-2-hydroxypropoxy)-N-methylbenzenesulfonamide NCC1=CC=C(C=C1)C1=C(C=CC=C1)S(=O)(=O)N1CCC2(CC(CO2)NC[C@@H](COC=2C=C(C=CC2)S(=O)(=O)NC)O)CC1